2-((S)-4-(5-(2-cyclopropylphenyl)-8-(((S)-1-methylpyrrolidin-2-yl)methoxy)-3,4-dihydro-2H-pyrano[2,3-f]quinazolin-10-yl)-1-(2-fluoroacryloyl)piperazin-2-yl)acetonitrile C1(CC1)C1=C(C=CC=C1)C1=C2C(=C3C(=NC(=NC3=C1)OC[C@H]1N(CCC1)C)N1C[C@@H](N(CC1)C(C(=C)F)=O)CC#N)OCCC2